BrC=1C=CC=C2CCCC(C12)(O)CC1=NC(=NC(=C1CCl)Cl)SC 8-bromo-1-((6-chloro-5-(chloromethyl)-2-(methylthio)pyrimidin-4-yl)methyl)-1,2,3,4-tetrahydronaphthalen-1-ol